(5-amino-1-{6-[(2,6-difluorophenyl)oxy]-4-methylpyridin-3-yl}pyrazol-4-yl)[5-(oxetan-3-yl)-5,6,7,8-tetrahydro-1H-pyrrolo[2,3-g]quinolin-2-yl]methanone NC1=C(C=NN1C=1C=NC(=CC1C)OC1=C(C=CC=C1F)F)C(=O)C1=CC=2C(=CC=3CCCN(C3C2)C2COC2)N1